OC1=CC=C(C=C1)C1=CC(=CC=C1)CN1[C@H](CCC1)C(=O)N[C@@H](C)C1=CC=C(C(=O)O)C=C1 4-((S)-1-((R)-1-((4'-hydroxy-[1,1'-biphenyl]-3-yl)methyl)pyrrolidine-2-carboxamido)ethyl)benzoic acid